S1C=NC2=C1C=C(C=C2)N2C(N(C=1C2=NC=CC1)CC1CCC(CC1)NC(C1=C(N=CC(=C1)Cl)C(F)F)=O)=O N-((1r,4r)-4-((3-(benzo[d]thiazol-6-yl)-2-oxo-2,3-dihydro-1H-imidazo[4,5-b]pyridin-1-yl)methyl)cyclohexyl)-5-chloro-2-(difluoro-methyl)nicotinamide